gamma-(methacryloyloxy)chloropropyl-trimethoxysilane C(C(=C)C)(=O)OC(CC[Si](OC)(OC)OC)Cl